ClC1=C(C(=O)OC)C=C(C(=N1)C1CCC1)Cl methyl 2,5-dichloro-6-cyclobutylnicotinate